6-chloro-8-fluorotetrazolo[5,1-a]phthalazine ClC1=NN2C(C3=CC=C(C=C13)F)=NN=N2